5-(3-chlorophenyl)indoline ClC=1C=C(C=CC1)C=1C=C2CCNC2=CC1